CC1(C=C(C(CC1)=O)C(NC1=CC(=C(C=C1)C)C(NC1=CC=C(C=C1)NC1=NC=CC(=N1)C=1C=NC=CC1)=O)=O)C(=O)[O-] 1-methyl-3-((4-methyl-3-((4-((4-(pyridin-3-yl)pyrimidin-2-yl)amino)phenyl)carbamoyl)phenyl)carbamoyl)-4-oxocyclohex-2-ene-1-carboxylate